6-morpholino-2-((5-(thiophen-2-yl)-1,3,4-oxadiazol-2-yl)methyl)-3,4-dihydroisoquinolin O1CCN(CC1)C=1C=C2CCN(CC2=CC1)CC=1OC(=NN1)C=1SC=CC1